C(C=C)[NH+](CC=C)CC=C.C(C=C)N(CC=C)CC=C triallylamine, triallylammonium salt